[Na+].CC1=C(C=CC=C1)C(C(=O)[O-])=NOC 2-methyl-alpha-methoxyiminophenylacetate sodium